N-propylidenemethylamine-N-oxide C(CC)=[N+](C)[O-]